BrC1=NC=C(C=N1)CC1=C(C2=CC=CC=C2C(=C1C)OC)OC 2-bromo-5-((1,4-dimethoxy-3-methylnaphthalen-2-yl)methyl)pyrimidine